O[C@H]1CC(N(CC1)C1=CC=CC2=C1N=C(S2)C2(C=C(C(=CN2)C(=O)N)C2=CC=NC=C2OC)C)=O 6-[(4R)-4-hydroxy-2-oxopiperidin-1-yl-1,3-benzothiazol-2-yl]-5'-methoxy-6-methyl-[4,4'-bipyridine]-3-carboxamide